5-(2,5-dimethyl-1,2,3,4-tetrahydroisoquinolin-7-yl)-3-((2-((4-fluorophenyl)ethynyl)pyridin-4-yl)methoxy)pyrazin-2-amine CN1CC2=CC(=CC(=C2CC1)C)C=1N=C(C(=NC1)N)OCC1=CC(=NC=C1)C#CC1=CC=C(C=C1)F